CC=1C=C(C=C(C1)C)C1CCC2(CN(C2)C(=O)C2CC(C2)(C)O)CC1 (7-(3,5-Dimethylphenyl)-2-azaspiro[3.5]nonan-2-yl)((1s,3s)-3-hydroxy-3-methylcyclobutyl)methanon